N[C@H](C(=O)O)[C@H](C(CC)C)C1=CNC2=CC=CC=C12 (2S,3R)-2-amino-3-(1H-indol-3-yl)-4-methylhexanoic acid